(R)-3-(4-((4-((S)-2-acetoxy-3-chloropropoxy)phenyl)sulfonyl)-2,6-dichlorophenoxy)propane-1,2-diyl diacetate C(C)(=O)OC[C@@H](COC1=C(C=C(C=C1Cl)S(=O)(=O)C1=CC=C(C=C1)OC[C@@H](CCl)OC(C)=O)Cl)OC(C)=O